Tert-butyl 3-hydroxy-2-methylenebutanoate OC(C(C(=O)OC(C)(C)C)=C)C